(R)-5-bromo-N3-(1-(2,4-dichlorophenyl)ethyl)pyridine-2,3-diamine BrC=1C=C(C(=NC1)N)N[C@H](C)C1=C(C=C(C=C1)Cl)Cl